Methyl (1-((3,4-dichlorobenzyl)oxy)-2-naphthoyl)-L-phenylalaninate ClC=1C=C(COC2=C(C=CC3=CC=CC=C23)C(=O)N[C@@H](CC2=CC=CC=C2)C(=O)OC)C=CC1Cl